CC[C@H](CC[C@@H](C)[C@H]1CC[C@@H]2[C@@]1(CC[C@H]3[C@H]2C[C@H]([C@@]4([C@@]3(CC[C@@H](C4)O)C)O)O)C)C(C)C The molecule is a 3beta-hydroxy steroid that is stigmastane substituted by hydroxy groups at positions 3, 5 and 6 (the 3beta,5alpha,6beta stereoisomer). It has been isolated from the roots of Breynia fruticosa. It has a role as a metabolite and a plant metabolite. It is a triol, a 3beta-hydroxy steroid, a 5alpha-hydroxy steroid and a 6beta-hydroxy steroid. It derives from a hydride of a stigmastane.